1-((3-cyclohexylisoxazol-5-yl)methyl)piperidin C1(CCCCC1)C1=NOC(=C1)CN1CCCCC1